OCCN1C(CN(C2(CN(C2)C(=O)OC(C)(C)C)C1)C)=O tert-butyl 8-(2-hydroxyethyl)-5-methyl-7-oxo-2,5,8-triazaspiro[3.5]nonane-2-carboxylate